CS(=O)(=O)N1CCC(CC1)NC1=NC=C(C(=N1)C1=CC2=C(CNC2=O)S1)C(F)(F)F 2-(2-((1-(methylsulfonyl)piperidin-4-yl)amino)-5-(trifluoromethyl)pyrimidin-4-yl)-5,6-dihydro-4H-thieno[2,3-c]pyrrol-4-one